COC(C(=O)C1=CC=2C=3C4=C(C=CC3N(C2C=C1)CCCCCC)C=CC(O4)(C)C)=O 2-(7-hexyl-2,2-dimethyl-2,7-dihydropyrano[3,2-c]carbazol-10-yl)-2-oxoacetic acid methyl ester